7-((2,4-difluorobenzyl)oxy)-5-fluoro-1H-indole-1-carboxylate FC1=C(COC=2C=C(C=C3C=CN(C23)C(=O)[O-])F)C=CC(=C1)F